ClC=1N=CC(=NC1)N([C@H]1[C@H]([C@@]2(CC[C@](C1)(N2C(=O)[O-])C)C)F)C |r| racemic-(1S,2R,3R,5R)-3-[(5-chloropyrazin-2-yl) (methyl) amino]-2-fluoro-1,5-dimethyl-8-azabicyclo[3.2.1]octane-8-carboxylate